BrC=1C=C2C[C@@H]([C@@H](C2=CC1)NCC1=CC(=C(C=C1)C)C)O Cis-5-bromo-1-((3,4-dimethylbenzyl)amino)-2,3-dihydro-1H-inden-2-ol